C(C)[SiH](OCCCOCC)CCC ethyl-propyl-ethoxypropoxysilane